NC=1N(C2=C(N1)C=C(C=C2C#N)CC2=NC=CC=C2)C 2-amino-3-methyl-6-(2-pyridylmethyl)benzimidazole-4-carbonitrile